C(CCCCCCCCCCCCCCCCC)(=O)N Octadecanamide